1-phenyl-3-(4-methoxy-phenyl)-5-(4-isopropyl-phenyl)-dihydropyrazole C1(=CC=CC=C1)N1NC(C=C1C1=CC=C(C=C1)C(C)C)C1=CC=C(C=C1)OC